(3-(2-chloro-4-nitrophenoxy)phenyl)methanol ClC1=C(OC=2C=C(C=CC2)CO)C=CC(=C1)[N+](=O)[O-]